N-(2-aminoethyl)-4-((3-(4-(2-(4-methoxyphenyl)-propan-2-yl)thiazol-2-yl)-ureido)methyl)benzamide NCCNC(C1=CC=C(C=C1)CNC(=O)NC=1SC=C(N1)C(C)(C)C1=CC=C(C=C1)OC)=O